C1=CSC(=O)N1 Hydroxythiazole